3-chloro-2-(6-(((5,6,7,8-tetrahydroquinolin-8-yl)amino)methyl)pyridin-3-yl)benzonitrile ClC=1C(=C(C#N)C=CC1)C=1C=NC(=CC1)CNC1CCCC=2C=CC=NC12